C1(C2C1O2)CCC[Si](OC)(OC)OC gamma-(2,3-epoxycyclopropyl)propyltrimethoxysilane